3-(5-(6-bromopyridin-2-yl)-1,3,4-thiadiazol-2-yl)-1-methylpyrrolidin-2-one BrC1=CC=CC(=N1)C1=NN=C(S1)C1C(N(CC1)C)=O